COC(=O)C=1C(=NC(=NC1NC(C)CCC)N(CC1=CC=C(C=C1)OC)CC1=CC=C(C=C1)OC)C=O 2-(bis(4-methoxybenzyl)amino)-4-Formyl-6-(pentane-2-Ylamino)pyrimidine-5-carboxylic acid methyl ester